phenyl (3-(tert-butyl)phenyl)carbamate C(C)(C)(C)C=1C=C(C=CC1)NC(OC1=CC=CC=C1)=O